CC=1C=[NH+]C=CC1\C=C\C1=CC=C(C=C1)N1CCCC1 3-methyl-4-[(E)-4-(pyrrolidin-1-yl)styryl]pyridin-1-ium